4-ethynyl-2-methoxypyrimidine C(#C)C1=NC(=NC=C1)OC